(R)-4-(1-(1-(4-methylbenzyl)-2-oxopyrrolidin-3-yl)piperidin-4-yl)benzamide CC1=CC=C(CN2C([C@@H](CC2)N2CCC(CC2)C2=CC=C(C(=O)N)C=C2)=O)C=C1